2-[4-(trifluoromethyl)phenoxy]acetamide tert-butyl-(R)-7-ethyl-1,7,8,10-tetrahydro-9H-[1,4]oxazepino[7,6-g]indazole-9-carboxylate C(C)(C)(C)OC(=O)N1C[C@H](OC2=CC=C3C=NNC3=C2C1)CC.FC(C1=CC=C(OCC(=O)N)C=C1)(F)F